OC1=C2C(N3CC[C@@H](O[C@@H]3CN2C=CC1=O)C)=O (2S,9aR)-5-Hydroxy-2-methyl-6,10-dioxo-3,4,6,9,9a,10-hexahydro-2H-1-oxa-4a,8a-diaza-anthracen